(6-amino-5-(methoxycarbonyl)-4-methylpyridin-3-yl)boronic acid NC1=C(C(=C(C=N1)B(O)O)C)C(=O)OC